tert-Butyl ((1S,3R)-3-(3-fluoro-2-iodo-4-methylphenoxy)cyclopentyl)carbamate FC=1C(=C(O[C@H]2C[C@H](CC2)NC(OC(C)(C)C)=O)C=CC1C)I